6-Chloro-7-{2-ethyl-4H,6H,7H-pyrazolo[3,2-c][1,4]oxazin-3-yl}-3-{3-[(6-fluoronaphthalen-1-yl)oxy]propyl}-1-[2-(piperazin-1-yl)ethyl]-1H-indole-2-carboxylic acid hydrochloride Cl.ClC1=CC=C2C(=C(N(C2=C1C=1C(=NN2C1COCC2)CC)CCN2CCNCC2)C(=O)O)CCCOC2=CC=CC1=CC(=CC=C21)F